N'-bis(2-aminoethyl)-1,3-propanediamine C(CN)CN(CCN)CCN